N1(CCC1)C1=CC=C2C3(CC=4C(=NOC4C2=C1)NS(=O)(=O)C1=C(C=C(C=C1OC)C(=O)N1C[C@H](OC[C@H]1C)C)OC)CC3 N-(8'-(azetidin-1-yl)-4'H-spiro[cyclopropane-1,5'-naphtho[2,1-d]isoxazol]-3'-yl)-4-((2R,5R)-2,5-dimethylmorpholine-4-carbonyl)-2,6-dimethoxybenzenesulfonamide